3-cyclopropyl-9-hydroxy-N-(2-methylpropyl)-8,9-dihydro-7H-cyclopenta[h]isoquinoline-5-sulfonamide C1(CC1)C=1N=CC=2C3=C(C=C(C2C1)S(=O)(=O)NCC(C)C)CCC3O